7-benzyl-N,1-diisobutyl-1,2,3,3a,7,7a-hexahydro-6H-3,6-methanopyrrolo[3,2-c]pyridine-6-carboxamide C(C1=CC=CC=C1)C1C2C3C=NC1(CC3CN2CC(C)C)C(=O)NCC(C)C